COC=1C(=C(C(=CC1)C)C1=NC(=CC2=C1N=CNC2=O)NC)C 8-(3-methoxy-2,6-dimethylphenyl)-6-(methylamino)pyrido[3,4-d]pyrimidin-4(3H)-one